6-fluoroquinoline-4-carboxamide FC=1C=C2C(=CC=NC2=CC1)C(=O)N